(2-bromoethyl)-4H-pyrrolo[3,2-d][1,3]thiazole-5-carboxylic acid ethyl ester C(C)OC(=O)C1=CC=2N=C(SC2N1)CCBr